2,5-DIMETHOXY-3-TETRAHYDROFURANCARBOXALDEHYDE COC1OC(CC1C=O)OC